OC=1C=C(C=CC1O)[C@H]1OC=2C=C(C(=C(C2C[C@H]1O)O)[C@@H]1[C@H]([C@H](OC2=CC(=CC(=C12)O)O)C1=CC(=C(C=C1)O)O)O)O (2R,3R)-2-(3,4-dihydroxyphenyl)-6-[(2R,3R,4S)-2-(3,4-dihydroxyphenyl)-3,5,7-trihydroxy-3,4-dihydro-2H-chromen-4-yl]-3,4-dihydro-2H-chromen-3,5,7-triol